C(#N)N1C(CCC1=O)=O N-cyanosuccinimide